FC1=CC=C(C=C1)C(C#N)=C1CCN(CC1)C(=O)N1CC2=CC=CC=C2C1 2-(4-fluorophenyl)-2-(1-(isoindoline-2-carbonyl)piperidin-4-ylidene)acetonitrile